Cl.[C@@H]12[C@H](C[C@@H](CC1)N2)CC(C)(O)C |&1:2| (±)-1-((1S,4R)-7-Azabicyclo[2.2.1]heptan-2-yl)-2-methylpropan-2-ol Hydrochloride